2-((1R,2R,3S,6R,8R)-2-(aminomethyl)tricyclo[4.2.1.03,8]Nonan-2-yl)acetic acid benzenesulfonate C1(=CC=CC=C1)S(=O)(=O)O.NC[C@]1([C@H]2[C@@H]3C[C@@H](CC[C@H]13)C2)CC(=O)O